(R)-3-(3-Chloro-4-fluorophenyl)-1-(8,9-difluoro-3-(2-hydroxyethyl)-6-oxo-1,2,3,4,5,6-hexahydrobenzo[c][1,7]naphthyridin-1-yl)-1-methylurea ClC=1C=C(C=CC1F)NC(N(C)[C@@H]1C=2C3=C(C(NC2CN(C1)CCO)=O)C=C(C(=C3)F)F)=O